C(C)OC(=O)C=1O[C@]([C@H](C1B(O)O)C)(C(F)(F)F)C |r| rac-((4S,5R)-2-(ethoxycarbonyl)-4,5-dimethyl-5-(trifluoromethyl)-4,5-dihydrofuran-3-yl)boronic acid